C(#N)COC=1C(=NC(=CC1)N1C=NC2=C1C=C(C=C2)NC=2N=NC(=CC2)C)N2N=C(C=C2C)C#N 1-[3-(Cyanomethoxy)-6-[6-[(6-methylpyridazin-3-yl)amino]benzimidazol-1-yl]-2-pyridyl]-5-methyl-pyrazole-3-carbonitrile